(4-cyanobenzyl)-2-(1-isopropyl-5-(quinolin-6-yl)-1H-indol-3-yl)acetamide C(#N)C1=CC=C(CC(C(=O)N)C2=CN(C3=CC=C(C=C23)C=2C=C3C=CC=NC3=CC2)C(C)C)C=C1